(biphenylyl)(methyldibenzofuranylphenyl)(spirobifluorenyl)amine C1(=C(C=CC=C1)N(C=1C2(C3=CC4=CC=CC=C4C3=CC1)C=CC=C1C3=CC=CC=C3C=C12)C1=C(C(=CC=C1)C)C1=CC=CC=2OC3=C(C21)C=CC=C3)C3=CC=CC=C3